N,N'-Bis[(2-hydroxyphenyl)methylen]-1,2-phenylendiamin OC1=C(C=CC=C1)C=NC1=C(C=CC=C1)N=CC1=C(C=CC=C1)O